BrC=1C=C2C3(C(NC2=CC1)=O)CC3 5'-bromospiro[cyclopropane-1,3'-dihydroindole]-2'-one